C(C)(=O)N[C@@H](C(=O)N1[C@@H]([C@H]2[C@@H](C1)CCC2)C(=O)N[C@@H](C[C@@H]2C(NCC2)=O)\C=C(\S(=O)(=O)C)/F)C2=CC=CC=C2 (1S,3aS,6aR)-2-((R)-2-acetamido-2-phenylacetyl)-N-((S,E)-4-fluoro-4-(methylsulfonyl)-1-((R)-2-oxopyrrolidin-3-yl)but-3-en-2-yl)octahydrocyclopenta[c]pyrrole-1-carboxamide